pentyl fluoropropionate FC(C(=O)OCCCCC)C